nitrogen (alanine) N[C@@H](C)C(=O)O.[N]